O=C1N(CCC(N1)=O)C=1C=NC=CC1CN1CCC(CC1)N1N=C2C=C(C(=CC2=C1)NC(C1=CN=C(C=C1)C(F)(F)F)=O)OC N-(2-(1-((3-(2,4-dioxotetrahydropyrimidin-1(2H)-yl)pyridin-4-yl)methyl)piperidin-4-yl)-6-methoxy-2H-indazol-5-yl)-6-(trifluoromethyl)nicotinamide